Dimethyl 6,6'-(azanediylbis(methylene))dipicolinate N(CC1=CC=CC(=N1)C(=O)OC)CC1=CC=CC(=N1)C(=O)OC